(3-aminophenyl)(imino)(methyl)-λ6-sulfanone NC=1C=C(C=CC1)S(=O)(C)=N